(2R,5S)-2-[3-(2-methoxyphenyl)phenyl]-5-[(2,2,2-trifluoroethylamino)methyl]-1,4-thiazepan-3-one COC1=C(C=CC=C1)C=1C=C(C=CC1)[C@H]1SCC[C@H](NC1=O)CNCC(F)(F)F